COC(=O)C1=CNC(=C1)C1=NC(=NC=C1F)N1CCN(CC1)C(=O)N1N=CC[C@H]1C1=CC(=CC(=C1)F)F (S)-5-(2-(4-(5-(3,5-difluorophenyl)-4,5-dihydro-1H-pyrazol-1-carbonyl)piperazin-1-yl)-5-fluoropyrimidin-4-yl)-1H-pyrrole-3-carboxylic acid methyl ester